O1S(OCC1)(=O)=O 1,3,2-Dioxathiolan-2,2-Dioxid